(3S)-3-(4-{2-[(1S)-6-(4-amino-3-methoxybenzoyl)-6-azaspiro[2.5]octan-1-yl]ethynyl}-1-oxo-3H-isoindol-2-yl)piperidine-2,6-dione NC1=C(C=C(C(=O)N2CCC3(C[C@@H]3C#CC3=C4CN(C(C4=CC=C3)=O)[C@@H]3C(NC(CC3)=O)=O)CC2)C=C1)OC